9H-purine-9-Ol N1=CN=C2N(C=NC2=C1)O